FC(N(C)C)CC1=CNC2=CC=CC=C12 fluoro-dimethyltryptamine